ClC=1C=C2CC3(C(C2=CC1)O)CN(C3)C 5'-chloro-1-methyl-1',3'-dihydrospiro[azetidine-3,2'-indene]-1'-ol